C(CCCCCCCC=C)OC(\C=C\C1=C(C=CC=C1)O)=O.CCCCCCCCCCCCCCCCCC(=O)CCCCCCCCCCCCCCCCC stearone dec-9-en-1-yl-(E)-3-(2-hydroxyphenyl)acrylate